N=1N=C(NC1)C=O 4H-1,2,4-triazole-3-carbaldehyde